NC1=NC=CC=C1[C@@H](C)N1CCOC=2C=3C1=NC(=NC3C(=C(C2Cl)C2=C(C(=CC(=N2)N)C)C(F)(F)F)F)OC 6-((R)-4-((R)-1-(2-aminopyridin-3-yl)ethyl)-8-chloro-10-fluoro-2-methoxy-5,6-dihydro-4H-[1,4]oxazepino[5,6,7-de]quinazolin-9-yl)-4-methyl-5-(trifluoromethyl)pyridin-2-amine